p-hydroxy-3-methyl-2,2-diphenylpropane OC1=CC=C(C=C1)C(C)(CC)C1=CC=CC=C1